Methyl (5R)-5-ethyl-3-((2-((S)-(1-ethyl-1H-pyrazole-5-carboxamido)((1r,4S)-4-methylcyclohexyl)methyl)imidazo[1,2-b]pyridazin-6-yl)methyl)-2-oxopyrrolidine-3-carboxylate C(C)[C@@H]1CC(C(N1)=O)(C(=O)OC)CC=1C=CC=2N(N1)C=C(N2)[C@H](C2CCC(CC2)C)NC(=O)C2=CC=NN2CC